(R)-(1-phenyl-2-(quinolin-2-yl)ethyl)carbamic acid ethyl ester C(C)OC(N[C@H](CC1=NC2=CC=CC=C2C=C1)C1=CC=CC=C1)=O